COC(=O)C1=CN(C(=C(C1C1=C(C=CC=C1)Cl)C(=O)OC)C)COCCN ((2-aminoethoxy)methyl)-4-(2-chlorophenyl)-6-methyl-1,4-dihydropyridine-3,5-dicarboxylic acid dimethyl ester